The molecule is a (5Z,8Z,11Z)-14,15-dihydroxyicosatrienoic acid in which the two stereocentres at positions 14 and 15 both have R-configuration. It derives from an arachidonic acid. It is a conjugate acid of a (5Z,8Z,11Z,14R,15R)-14,15-dihydroxyicosatrienoate. It is an enantiomer of a (5Z,8Z,11Z,14S,15S)-14,15-dihydroxyicosatrienoic acid. CCCCC[C@H]([C@@H](C/C=C\\C/C=C\\C/C=C\\CCCC(=O)O)O)O